ethyl (2S)-2-{bicyclo[1.1.1]pentan-1-yl}-2-[(tert-butoxycarbonyl)amino]acetate C12(CC(C1)C2)[C@@H](C(=O)OCC)NC(=O)OC(C)(C)C